4-((5-fluoro-2-methoxy-3-(1-methyl-1H-1,2,4-triazol-3-yl)phenyl)amino)-6-((5-fluoropyridin-2-yl)amino)-N-(methyl-d3)nicotinamide FC=1C=C(C(=C(C1)NC1=CC(=NC=C1C(=O)NC([2H])([2H])[2H])NC1=NC=C(C=C1)F)OC)C1=NN(C=N1)C